CC(C)([Si](OCCNC(NCCCCCC(=O)O)=O)(C)C)C 2,2,3,3-tetramethyl-8-oxo-4-oxa-7,9-diaza-3-silapentadecan-15-oic acid